tert-Butyl (2S,4R)-4-fluoro-2-(5-(4,4,4-trifluorobutyl)-4H-1,2,4-triazol-3-yl)pyrrolidine-1-carboxylate F[C@@H]1C[C@H](N(C1)C(=O)OC(C)(C)C)C1=NN=C(N1)CCCC(F)(F)F